COC(=O)C=1C=CC2=C(N(C(=N2)CN2CCC(CC2)N2N=C(C(=C2)C)OCC2=C(C=C(C=C2)C#N)F)C[C@H]2OCC2)C1 (S)-2-((4-(3-((4-cyano-2-fluorobenzyl)oxy)-4-methyl-1H-pyrazol-1-yl)piperidin-1-yl)methyl)-1-(oxetan-2-ylmethyl)-1H-benzo[d]imidazole-6-carboxylic acid methyl ester